C(C)(C)(C)C1=CC(=NN1)NC([C@@H](C)C=1C=NN(C1)C1=CC(=CC=C1)Cl)=O (S)-N-(5-(tert-butyl)-1H-pyrazol-3-yl)-2-(1-(3-chlorophenyl)-1H-pyrazol-4-yl)propanamide